S1C2=C(C=C1C(C(=C)C1=CC=C(C=C1)Cl)=O)C=CC=C2 1-(benzo[b]thiophen-2-yl)-2-(4-chlorophenyl)prop-2-en-1-one